FC=1C=C(C(=O)O)C=CC1B1OC(C(O1)(C)C)(C)C 3-fluoro-4-(4,4,5,5-tetramethyl-1,3,2-dioxaborolan-2-yl)benzoic acid